CN1N=NN=C1SC=1CS[C@H]2N(C1C(=O)O)C(C2)=O 3-(1-methyl-1H-tetrazole-5-ylsulfanyl)-3-cephem-4-carboxylic acid